1-[1-[2-[(2,4-dichlorophenyl)-methoxy]-phenyl]-ethenyl]-1H-imidazole ClC1=C(C=CC(=C1)Cl)COC1=C(C=CC=C1)C(=C)N1C=NC=C1